OC(C(=O)O)C(C)C hydroxy-β-methylbutanoic acid